C(C)(C)C1=CC(=C(C=C1O)O)C(C)C diisopropylresorcinol